tert-Butyl 4-{[4-(hydroxymethyl)-3-methoxyphenyl]methyl}piperazine-1-carboxylate OCC1=C(C=C(C=C1)CN1CCN(CC1)C(=O)OC(C)(C)C)OC